1-tert-butyl-3-(4-nitrophenyl)-5-[(quinolin-2-yl)amino]-1H-pyrazole-4-carbonitrile C(C)(C)(C)N1N=C(C(=C1NC1=NC2=CC=CC=C2C=C1)C#N)C1=CC=C(C=C1)[N+](=O)[O-]